5-(N,N-DIETHYLSULFAMOYL)-2-METHYLPHENYLBORONIC ACID C(C)N(S(=O)(=O)C=1C=CC(=C(C1)B(O)O)C)CC